ClC=1C(=CC=C2N=CC(=NC12)C=1C=NN(C1)[C@H](C)C1CC(C1)(F)F)OC=1C=CC2=C(NC(=N2)C)C1F 8-chloro-2-{1-[(1R)-1-(3,3-difluorocyclobutyl)ethyl]-1H-pyrazol-4-yl}-7-[(7-fluoro-2-methyl-1H-1,3-benzodiazol-6-yl)oxy]quinoxaline